C(C)(C)N1CCN(CC1)C1=CC=C(C=C1)[SH-]C(OCC)=S O-ethyl S-(4-(4-isopropylpiperazin-1-yl)phenyl)carbonodithioate